C(#N)C1=NC(=CC=C1S(=O)(=O)N)CN1C=NC=2C=NC=3N=C(C=CC3C21)OC 2-Cyano-6-((7-methoxy-1H-imidazo[4,5-c][1,8]naphthyridin-1-yl)methyl)pyridine-3-sulfonamide